1H-PYRROLO[3,2-B]PYRIDINE-2-BORONIC ACID N1C(=CC2=NC=CC=C21)B(O)O